methyl (1R,4R)-4-(2-methyl-4-((1-(3-nitro-5-(trifluoromethyl)phenyl)ethyl)amino)pyrido[3,4-d]pyrimidin-6-yl)cyclohexane-1-carboxylate CC=1N=C(C2=C(N1)C=NC(=C2)C2CCC(CC2)C(=O)OC)N[C@H](C)C2=CC(=CC(=C2)C(F)(F)F)[N+](=O)[O-]